4-(3-(3-methyl-4-nitrophenyl)-1H-1,2,4-triazol-1-yl)phenol CC=1C=C(C=CC1[N+](=O)[O-])C1=NN(C=N1)C1=CC=C(C=C1)O